(S)-3-(benzyloxy)-1-(2-(3-chlorophenyl)-2-hydroxyethyl)-2-methylpyridin-4(1H)-one C(C1=CC=CC=C1)OC1=C(N(C=CC1=O)C[C@@H](O)C1=CC(=CC=C1)Cl)C